N-tert.-Butyl-4-[[2-(2-cyclopropylphenyl)acetyl]amino]pyridin C(C)(C)(C)N1CC=C(C=C1)NC(CC1=C(C=CC=C1)C1CC1)=O